2,2-Bis(4-hydroxyphenyl)n-hexane OC1=CC=C(C=C1)C(C)(CCCC)C1=CC=C(C=C1)O